[Zr+4].C[N-]C.C[N-]C.C[N-]C.C[N-]C tetrakis(dimethylamide) zirconium(IV)